ClC1=C(C=C(C=C1)F)N1CC(C2=C3C(=CC(=C12)NC(C1=CC(=CC(=C1)C(F)(F)F)F)=O)N(C=N3)CC(F)F)=O (S)-N-(6-(2-chloro-5-fluorophenyl)-3-(2,2-difluoroethyl)-8-oxo-3,6,7,8-tetrahydroimidazo[4,5-e]indol-5-yl)-3-fluoro-5-(trifluoromethyl)benzamide